C1(=CC=CC=C1)C1=C([N+](=C(C2=CC=CC=C12)CCC)[O-])C(=C)C 4-phenyl-3-(prop-1-en-2-yl)-1-propylisoquinoline 2-oxide